1-(t-butyl) 2-ethyl 2-(3-((t-butyldimethylsilyl)oxy)propyl)-3-oxopyrrolidin-1,2-dicarboxylate [Si](C)(C)(C(C)(C)C)OCCCC1(N(CCC1=O)C(=O)OC(C)(C)C)C(=O)OCC